4-[5-bromo-7-(trifluoromethyl)benzimidazol-1-yl]pyrrolidin-2-one BrC1=CC2=C(N(C=N2)C2CC(NC2)=O)C(=C1)C(F)(F)F